C1(CCC1)CN[C@H]1CN(CCC1)C1=CC=C(C=C1)C(=C)N1N=NC(=C1)C=1C=C(C=NC1)N(C)C (R)-5-(1-(1-(4-(3-((cyclobutylmethyl)amino)piperidin-1-yl)phenyl)vinyl)-1H-1,2,3-triazol-4-yl)-N,N-dimethylpyridin-3-amine